chloro-1-(1-chlorocyclopropyl)ethanone ClCC(=O)C1(CC1)Cl